1,3-dihydro-2H-pyrrolo[3,2-c]pyridin-2-one N1C(CC=2C=NC=CC21)=O